Citrulline N[C@@H](CCCNC(=O)N)C(=O)O